(2-(azetidin-1-ylmethyl)phenyl)methylamine N1(CCC1)CC1=C(C=CC=C1)CN